C(CCCCCCC\C=C/C\C=C/CCCCC)(=O)OCC(COC(CCC(OCCCCCCCC)OCCCCCCCC)=O)COC(NC1CN(C1)C(C)C)=O 3-((4,4-bis(octyloxy)butanoyl)oxy)-2-((((1-isopropylazetidin-3-yl)carbamoyl)-oxy)methyl)propyl (9Z,12Z)-octadeca-9,12-dienoate